Cl.O1C[C@@H](CC1)OC1=CC=C(C=C1)[C@H](C)N (S)-1-(4-(((R)-tetrahydrofuran-3-yl)oxy)phenyl)ethan-1-amine hydrochloride